methyl-3,6-dihydro-2H-pyran CC1OCC=CC1